7-vinylfuro[3,2-b]pyridine-5-carbonitrile C(=C)C1=C2C(=NC(=C1)C#N)C=CO2